1-[4-cyclopropyl-2-(difluoromethyl)phenyl]-N-[(3R)-1-methylpiperidin-3-yl]pyrido[3,4-d]pyridazin-4-amine C1(CC1)C1=CC(=C(C=C1)C1=C2C(=C(N=N1)N[C@H]1CN(CCC1)C)C=NC=C2)C(F)F